ClC1=C(C=C(C(=C1)Cl)OC)NC1=C(C=NC2=CC(=C(C=C12)OC)OCCCN1CCN(CC1)C(CNC1=C2C(N(C(C2=CC=C1)=O)C1C(NC(CC1)=O)=O)=O)=O)C#N 4-((2,4-dichloro-5-methoxyphenyl)amino)-7-(3-(4-((2-(2,6-dioxopiperidin-3-yl)-1,3-dioxoisoindolin-4-yl)glycyl)piperazin-1-yl)propoxy)-6-methoxyquinoline-3-carbonitrile